CC1=CC=C(C(=O)SC2OCCC2)C=C1 S-(tetrahydrofuran-2-yl) 4-methylthiobenzoate